ClC1=CC2=C(N(C(N=C2N2C[C@H](N(C[C@@H]2C)C(=O)OC(C)(C)C)C)=O)C=2C(=NC=CC2C)C(C)C)N=C1C1=CCCCC1 (M)-tert-Butyl (2R,5S)-4-(6-chloro-7-(cyclohex-1-en-1-yl)-1-(2-isopropyl-4-methylpyridin-3-yl)-2-oxo-1,2-dihydropyrido[2,3-d]pyrimidin-4-yl)-2,5-dimethylpiperazine-1-carboxylate